N-((1S,3S)-3-aminocyclopentyl)-3-(6-(piperidin-1-yl)-1H-benzo[d]imidazol-2-yl)-1H-indazole-5-carboxamide N[C@@H]1C[C@H](CC1)NC(=O)C=1C=C2C(=NNC2=CC1)C1=NC2=C(N1)C=C(C=C2)N2CCCCC2